5-(2,6-Dimethylphenyl)-9,9-dioxo-2-oxa-9λ6-thia-6,8,15,23-tetraazatetracyclo[15.3.1.13,7.110,14]tricosa-3,5,7(23),10(22),11,13-hexaen-16-one CC1=C(C(=CC=C1)C)C=1C=C2OC3CCCC(C(NC4=CC=CC(S(NC(N1)=N2)(=O)=O)=C4)=O)C3